tert-butyl (5-(2-(2-(3-hydroxyphenyl)-5-methylpiperidin-1-yl)-2-oxoacetamido)-3-methylpyridin-2-yl)carbamate OC=1C=C(C=CC1)C1N(CC(CC1)C)C(C(=O)NC=1C=C(C(=NC1)NC(OC(C)(C)C)=O)C)=O